CN1[C@@H]2CN([C@H](C1)C2)C2=C(C=CC(=N2)NC2=CC1=C(C=N2)SC(=N1)C1=NC=CC=C1C)C1CCOCC1 6-[(1S,4S)-5-Methyl-2,5-diazabicyclo[2.2.1]heptan-2-yl]-N-[2-(3-methylpyridin-2-yl)-[1,3]thiazolo[5,4-c]pyridin-6-yl]-5-(oxan-4-yl)pyridin-2-amine